C(C)(C)(C)OC(=O)N1CCC(CC1)CC1CN(C1)C1=NOC(=C1)C(C(=O)O)C(C)C 2-[3-[3-[(1-tert-butoxycarbonyl-4-piperidyl)methyl]azetidin-1-yl]isoxazol-5-yl]-3-methyl-butanoic acid